OCC1CN(C1)C=1SC2=C(N1)C=C(C(=C2)NC(=O)C2=NC(=CC=C2)C(F)(F)F)C(C)(C)O N-[2-[3-(hydroxymethyl)azetidin-1-yl]-5-(1-hydroxy-1-methyl-ethyl)-1,3-benzothiazol-6-yl]-6-(trifluoromethyl)pyridine-2-carboxamide